NC=1SC2=C(C1C#N)C(=C(C=C2)F)C=2C1=C(C=3C(=NC(=NC3C2F)OCCN2C[C@H](CC2)F)N2C3CNCC2CC3)COC1 2-Amino-4-[1-(3,8-diazabicyclo[3.2.1]octan-8-yl)-5-fluoro-3-[2-[(3S)-3-fluoropyrrolidin-1-yl]ethoxy]-7,9-dihydrofuro[3,4-f]quinazolin-6-yl]-5-fluoro-benzothiophene-3-carbonitrile